NC1=NC2=CC(=CC=C2C=C1F)CN(C(=O)C=1C=NC(=CC1)OC)C=1C(=NC=CC1)S(=O)(=O)C N-[(2-amino-3-fluoroquinolin-7-yl)methyl]-N-(2-methanesulfonylpyridin-3-yl)-6-methoxy-pyridine-3-carboxamide